CN(CCCN(C(CCCCCCCC=CCC=CCCCCC)=O)C(ONCCCCCCCCCCCCCCCCCC)C(CCCC)CC)C N-[3-(dimethylamino)propyl]-N-[3-ethyl-1-(octadecylamino)-1-oxahept-2-yl]octadec-9,12-dienamide